[N+](=O)([O-])C1=CC=C(COC(=O)N[C@@H]([C@H](O)C)C(=O)[O-])C=C1 (((4-nitrobenzyl)oxy) carbonyl)-L-threoninate